SC1=NC=2CC3(CCC2C(=N1)O)C=CC1=CC=CC=C13 mercapto-5',8'-dihydro-6'H-spiro[indene-1,7'-quinazolin]-4'-ol